BrC1=NC(=CC(=C1)C1C(N(CCO1)C(=O)OC(C)(C)C)C)Cl tert-butyl 2-(2-bromo-6-chloropyridin-4-yl)-3-methylmorpholine-4-carboxylate